5-chloro-1H-1,2,3-triazol ClC1=CN=NN1